4-(3-(4-((4-(trifluoromethyl)benzyl)amino)piperidin-1-yl)propoxy)-7H-furo[3,2-g]chromen-7-one FC(C1=CC=C(CNC2CCN(CC2)CCCOC2=C3C=CC(OC3=CC3=C2C=CO3)=O)C=C1)(F)F